4,6-dihydroxyl-2-methoxyl-3-allylbenzaldehyde OC1=C(C(=C(C=O)C(=C1)O)OC)CC=C